C(#N)C(CC=1C=NC(=CC1)C=1C=CC2=C(N(C(O2)=O)C)C1)NC(=O)[C@H]1OCCCN(C1)C(=O)OC(C)(C)C tert-butyl (2S)-2-((1-cyano-2-(6-(3-methyl-2-oxo-2,3-dihydrobenzo[d]oxazol-5-yl)pyridin-3-yl)ethyl)carbamoyl)-1,4-oxazepane-4-carboxylate